4-[5-(aminomethyl)pyrimidin-2-yl]-3-(1-propan-2-ylpyrazole-4-carbonyl)benzonitrile NCC=1C=NC(=NC1)C1=C(C=C(C#N)C=C1)C(=O)C=1C=NN(C1)C(C)C